Ethyl (S)-1-methylenetetrahydro-1H-pyrrolizine-7a(5H)-carboxylate C=C1CCN2CCC[C@@]12C(=O)OCC